2-((1s,4s)-4-((2-((2-(1-(Cyclopropylsulfonyl)-1H-pyrazol-4-yl)pyrimidin-4-yl)amino)-5-(1-(2,2-difluoroethyl)-1H-pyrazol-3-yl)pyridin-4-yl)amino)cyclohexyl)propan-2-ol C1(CC1)S(=O)(=O)N1N=CC(=C1)C1=NC=CC(=N1)NC1=NC=C(C(=C1)NC1CCC(CC1)C(C)(C)O)C1=NN(C=C1)CC(F)F